COC(=O)C=1C=CC=C2C1C=CCO2 Benzopyran-5-carboxylic acid methyl ester